3-(9-((4-(aminomethyl)phenyl)carbamoyl)-4,5-dihydrobenzo[b]thieno[2,3-d]oxepin-8-yl)-6-(phenylcarbamoyl)picolinic acid NCC1=CC=C(C=C1)NC(=O)C1=CC2=C(OCCC3=C2SC=C3)C=C1C=1C(=NC(=CC1)C(NC1=CC=CC=C1)=O)C(=O)O